1-Undecyl-1-butylpiperidinium methansulfonat CS(=O)(=O)[O-].C(CCCCCCCCCC)[N+]1(CCCCC1)CCCC